((2-(benzyloxy)naphthalen-1-yl)methyl)-1-methylpiperidin-4-amine C(C1=CC=CC=C1)OC1=C(C2=CC=CC=C2C=C1)CC1N(CCC(C1)N)C